(S)-3-(1-amino-1'-(5-(3,4-dihydro-1,5-naphthyridin-1(2H)-yl)pyrazin-2-yl)-1,3-dihydrospiro[indene-2,4'-piperidin]-6-yl)-N-ethylpropiolamide N[C@@H]1C2=CC(=CC=C2CC12CCN(CC2)C2=NC=C(N=C2)N2CCCC1=NC=CC=C21)C#CC(=O)NCC